ethyl 6-(2-methyl-1-oxo-3,4-dihydroisoquinolin-7-yl)-7-oxo-4,5-dihydro-1H-pyrazolo[3,4-C]pyridine-3-carboxylate CN1C(C2=CC(=CC=C2CC1)N1C(C2=C(CC1)C(=NN2)C(=O)OCC)=O)=O